(2-(2-fluoro-5-((6-fluoro-4-vinyl-1H-indol-5-yl)oxy)phenyl)-1H-imidazol-4-yl)methanol FC1=C(C=C(C=C1)OC=1C(=C2C=CNC2=CC1F)C=C)C=1NC=C(N1)CO